(S)-tert-butyl ((6-(2-chloro-3-(1-(4-formyl-3,5-dimethoxyphenyl)-1H-indol-4-yl)phenyl)-2-methoxypyridin-3-yl)methyl)((5-oxopyrrolidin-2-yl)methyl)carbamate ClC1=C(C=CC=C1C1=C2C=CN(C2=CC=C1)C1=CC(=C(C(=C1)OC)C=O)OC)C1=CC=C(C(=N1)OC)CN(C(OC(C)(C)C)=O)C[C@H]1NC(CC1)=O